COC(=O)C1CN(C1)S(=O)(=O)C=1N=CN(C1)C 1-((1-methyl-1H-imidazol-4-yl)sulfonyl)azetidine-3-carboxylic acid methyl ester